[N+](=O)([O-])C1=CC=C(C=C1)OC(=O)O[C@H]1C[C@H](CC1)C=1NN=C(C1)NC1=CC=CC2=C1S(CC2)(=O)=O (1R,3S)-3-{5-[(1,1-dioxo-2,3-dihydro-1λ6-benzo[2,1-b]thiophen-7-yl)amino]-2H-pyrazol-3-yl}cyclopentyl [(4-nitrophenyl)oxy]methanoate